C1(CCCCC1)[Cu](C1=CC=CC=C1)O cyclohexylphenyl-copper hydroxide